2-n-amyl-styrene C(CCCC)C1=C(C=C)C=CC=C1